(s)-2-hydroxy-3-methylbutanoic acid O[C@H](C(=O)O)C(C)C